triflate zinc salt [Zn+2].[O-]S(=O)(=O)C(F)(F)F.[O-]S(=O)(=O)C(F)(F)F